8-bromo-N-(2-hydroxy-2-phenylethyl)imidazo[1,2-a]Pyridine-2-carboxamide BrC=1C=2N(C=CC1)C=C(N2)C(=O)NCC(C2=CC=CC=C2)O